NCC12CC3C(C(CC(C1)C3)C2)NC(OC(C)(C)C)=O tert-butyl N-[5-(aminomethyl)adamantan-2-yl]carbamate